FC=1C=CC=C2C=C(C(=NC12)C)OC1=NC2=CC=CC=C2C=C1 (8-fluoro-2-methylquinolin-3-yl)oxy-quinoline